(2-(1-isopropyl-4-(trifluoromethyl)-1H-imidazol-2-yl)thiazol-5-yl)methanol C(C)(C)N1C(=NC(=C1)C(F)(F)F)C=1SC(=CN1)CO